NN1C(=NC(=C1C(=O)N)C1=CC=C(C=C1)C(NC1=NC=CC(=C1)OC)=O)[C@H]1N(CCCC1)CC#CC (S)-1-amino-2-(1-(but-2-ynyl)piperidin-2-yl)-4-(4-((4-methoxypyridin-2-yl)Carbamoyl)phenyl)-1H-imidazole-5-carboxamide